6-(4-(1,1-Difluoroethyl)phenyl)-2-azaspiro[3.4]octan FC(C)(F)C1=CC=C(C=C1)C1CC2(CNC2)CC1